NCC1=CN(C(C2=CC=C(C=C12)Cl)=O)N1CCCCC1 (4-(aminomethyl)-6-chloro-1-oxoisoquinolin-2-yl)piperidine